16-{4-[(4-oxopiperidin-1-yl)carbonyl]phenyl}-3-oxa-9λ5,23-diazaheptacyclo[17.7.1.15,9.02,17.04,15.023,27.013,28]octacosa-1(27),2(17),4,9(28),13,15,18-heptaen-9-ylium O=C1CCN(CC1)C(=O)C1=CC=C(C=C1)C1=C2C=C3CCC[N+]=4CCCC(=C2OC=2C=5CCCN6CCCC(=CC12)C56)C43